ClC1=CC(=C(C(=C1)C)C1([C@H](CN(C[C@H]1C)C([C@@H](CO)NC(OC(C)(C)C)=O)=O)C)O)F tert-butyl ((R)-1-((3S,4S,5R)-4-(4-chloro-2-fluoro-6-methylphenyl)-4-hydroxy-3,5-dimethylpiperidin-1-yl)-3-hydroxy-1-oxopropan-2-yl)carbamate